O=C1NC(CCC1N1C(C2=CC=C(C=C2C1=O)N1CCC(CC1)CN1CCN(CC1)C[C@H]1CNCC1)=O)=O 2-(2,6-dioxo-3-piperidyl)-5-[4-[[4-[[(3R)-pyrrolidin-3-yl]methyl]piperazin-1-yl]methyl]-1-piperidyl]isoindoline-1,3-dione